CC1=CC2=C(CCC(CC2)N2[C@@H](CCC2)C)C=C1C=1C=C2C(=NC1)NN=C2C2=CC1=C(C(NCCO1)=O)C=C2 8-(5-{3-Methyl-7-[(2R)-2-methylpyrrolidin-1-yl]-6,7,8,9-tetrahydro-5H-benzo[7]annulen-2-yl}-1H-pyrazolo[3,4-b]pyridin-3-yl)-2,3,4,5-tetrahydro-1,4-benzoxazepin-5-one